N-(5-((6-((R)-3-(4-chloro-3-fluorophenyl)isoxazolidine-2-yl)pyrimidine-4-yl)amino)-2-(4-((1R,4R)-5-ethyl-2,5-diazabicyclo[2.2.1]heptane-2-yl)piperidine-1-yl)-4-methoxyphenyl)acrylamide ClC1=C(C=C(C=C1)[C@@H]1N(OCC1)C1=CC(=NC=N1)NC=1C(=CC(=C(C1)NC(C=C)=O)N1CCC(CC1)N1[C@H]2CN([C@@H](C1)C2)CC)OC)F